tert-butyl-2-((dimethylamino)methylene)-4-fluoro-3-oxo-8-azabicyclo[3.2.1]octane-8-carboxylate C(C)(C)(C)OC(=O)N1C2C(C(C(C1CC2)F)=O)=CN(C)C